2-(aminomethyl)-3,3,3-trifluoropropan-1-ol NCC(CO)C(F)(F)F